N,N-di(trimethoxysilyl)amine CO[Si](N[Si](OC)(OC)OC)(OC)OC